F.F.OCCN(CCCN(CCCCCCCCCCCCCCCCCC)CCO)CCO N,N,N'-Tris(2-hydroxyethyl)-N'-octadecyl-1,3-diaminopropan-dihydrofluorid